O1CC(C1)NC(=O)C1CC=CCC1 N-(oxetan-3-yl)cyclohex-3-encarboxamide